6-bromo-5-(4-fluoro-phenoxy)-1H-indole BrC1=C(C=C2C=CNC2=C1)OC1=CC=C(C=C1)F